3-(1-iodo-5,6,7,8-tetrahydroimidazo[1,5-a]pyrazin-3-yl)azetidine-1-carboxylic acid benzyl ester hydrochloride Cl.C(C1=CC=CC=C1)OC(=O)N1CC(C1)C1=NC(=C2N1CCNC2)I